(S)-5-(7-fluoro-2-oxoindolin-5-yl)-6-methyl-3,6-dihydro-2H-1,3,4-thiadiazin-2-one FC=1C=C(C=C2CC(NC12)=O)C1=NNC(S[C@H]1C)=O